N[C@@H]1[C@@H](N(CC12CC2)C(=O)OC(C)(C)C)CC=2C(=C(C=CC2)C2=CC(=CC(=C2)F)F)F tert-butyl (6S,7S)-7-amino-6-((2,3',5'-trifluoro-[1,1'-biphenyl]-3-yl)methyl)-5-azaspiro[2.4]heptane-5-carboxylate